O=C1NC2=C(C(=N[C@@H]1NC(=O)C=1C(=NN3C1OCC1(COC1)C3)C3=CC=CC=C3)C3=CC=CC=C3)C=CC=C2 N-[(3S)-2-oxo-5-phenyl-1,3-dihydro-1,4-benzodiazepin-3-yl]-2-phenylspiro[5,7-dihydropyrazolo[5,1-b][1,3]oxazine-6,3'-oxetane]-3-carboxamide